C1(CC1)C(=NO)C1=NC=CC(=C1)C(F)(F)F cyclopropyl-[4-(trifluoromethyl)-2-pyridyl]meth-anone oxime